tert-butyl (2-(((S)-4-((tert-butoxycarbonyl)amino)pentyl-1,1-d2)oxy)pyridin-4-yl)(1-(tert-butyl)-3-((1S,3R)-3-hydroxycyclopentyl)-1H-pyrazol-5-yl)carbamate C(C)(C)(C)OC(=O)N[C@H](CCC([2H])([2H])OC1=NC=CC(=C1)N(C(OC(C)(C)C)=O)C1=CC(=NN1C(C)(C)C)[C@@H]1C[C@@H](CC1)O)C